C(C1=CC=CC=C1)SC=1N=NNC1 4-(benzylthio)-1H-1,2,3-triazole